N1CCC(CC1)C=1C(N(C2=CC=CC=C2N1)CC1=NC=CC=C1C(F)(F)F)=O 3-(piperidin-4-yl)-1-((3-(trifluoromethyl)pyridin-2-yl)methyl)quinoxalin-2(1H)-one